Cl.ClC1=CC=C(C=C1)C1(CC1)CN 1-[1-(4-chlorophenyl)cyclopropyl]Methylamine hydrochloride